CN(C(CO)(C)C)C 2-(dimethylamino)-2-methyl-1-Propanol